1-(4-((4-(3-chloro-4-(2-chloro-3-(6-methoxy-5-((methyl(tetrahydro-2H-pyran-4-yl)amino)methyl)pyridin-2-yl)phenyl)pyridin-2-yl)-2-methoxybenzyl)amino)piperidin-1-yl)ethan-1-one ClC=1C(=NC=CC1C1=C(C(=CC=C1)C1=NC(=C(C=C1)CN(C1CCOCC1)C)OC)Cl)C1=CC(=C(CNC2CCN(CC2)C(C)=O)C=C1)OC